2-hexyl-sn-glycero-3-phosphoethanolamin C(CCCCC)O[C@H](CO)COP(=O)(O)OCCN